1-ETHYL-1H-PYRAZOLE-4-BORONIC ACID C(C)N1N=CC(=C1)B(O)O